7-chloro-1-(1-(3-(7-chloro-4-(dimethylamino)-2-oxoquinazolin-1(2H)-yl)phenyl)piperidin-4-yl)-4-(dimethylamino)quinazolin-2(1H)-one ClC1=CC=C2C(=NC(N(C2=C1)C1CCN(CC1)C1=CC(=CC=C1)N1C(N=C(C2=CC=C(C=C12)Cl)N(C)C)=O)=O)N(C)C